C12COCC(CC1)N2C2=C(CN1C[C@@H](N(CC1)C(=O)N1N=C(C=C1)C(=O)O)C)C=CC(=C2)C(F)(F)F 1-((2S)-4-(2-(3-oxa-8-azabicyclo[3.2.1]octan-8-yl)-4-(trifluoromethyl)benzyl)-2-methylpiperazine-1-carbonyl)-1H-pyrazole-3-carboxylic acid